methyl 2-[(3-chloro-2-ethoxyphenyl)amino]-6-(propan-2-yl)pyridine-3-carboxylate ClC=1C(=C(C=CC1)NC1=NC(=CC=C1C(=O)OC)C(C)C)OCC